3-(1,3-benzodioxol-5-yl)-2-methylpropaneal O1COC2=C1C=CC(=C2)CC(C=O)C